3-(4-carbamoylphenoxy)-N-{3-[imino(methyl)oxo-λ6-sulfanyl]phenyl}-5-methyl-6-(trifluoromethyl)pyridazine-4-carboxamide C(N)(=O)C1=CC=C(OC=2N=NC(=C(C2C(=O)NC2=CC(=CC=C2)S(=O)(C)=N)C)C(F)(F)F)C=C1